FCC(CN(CCC(C(=O)O)NC(=O)C1=NC(=CC=C1)OC)CCCCC1=NC=2NCCCC2C=C1)OC 4-[[3-fluoro-2-methoxy-propyl]-[4-(5,6,7,8-tetrahydro-1,8-naphthyridin-2-yl)butyl]amino]-2-[(6-methoxypyridine-2-carbonyl)amino]butanoic acid